2-methyl-4-(4-methylpiperidin-1-yl)aniline CC1=C(N)C=CC(=C1)N1CCC(CC1)C